COC(C1=C(C=C(C(=C1)NC1=NC=C(C(=N1)NC1=C(C=C(C=C1)O)N(S(=O)(=O)C)C)Br)OC)N1CCC(CC1)C(OC)OC)=O 5-((5-bromo-4-((4-hydroxy-2-(N-methylmethanesulfonamido)phenyl)amino)pyrimidin-2-yl)amino)-2-(4-(dimethyl-Oxymethyl)piperidin-1-yl)-4-methoxybenzoic acid methyl ester